5-methoxy-3-methyl-6-{[1,3]oxazolo[4,5-c]pyridin-2-yl}-2-(1-phenyl-1,2,3,4-tetrahydroisoquinolin-2-yl)-3,4-dihydropyrimidin-4-one COC=1C(N(C(=NC1C=1OC2=C(C=NC=C2)N1)N1C(C2=CC=CC=C2CC1)C1=CC=CC=C1)C)=O